4-chloro-N-(3-fluoro-5-(thiophen-2-ylethynyl)pyridin-2-yl)-1-((tetrahydro-2H-pyran-4-yl)methyl)-1H-pyrazole-5-carboxamide ClC=1C=NN(C1C(=O)NC1=NC=C(C=C1F)C#CC=1SC=CC1)CC1CCOCC1